methyl (S)-3-{3,5-bis(trifluoromethyl) benzoyl}oxazolidine-4-carboxylate FC(C=1C=C(C(=O)N2COC[C@H]2C(=O)OC)C=C(C1)C(F)(F)F)(F)F